ClC1=CC=C(C=N1)C1=C(C(=NC=C1)N)[N+](=O)[O-] (6-chloro-3-pyridyl)-3-nitro-pyridin-2-amine